C[C@@H]1CN(C(=CC1)C=1C=CC2=C(N=C(S2)C2CCN(CC2)CCC(F)(F)F)C1)C(=O)OC(C)(C)C (S)-tert-butyl 3-methyl-6-(2-(1-(3,3,3-trifluoropropyl)piperidin-4-yl)benzo[d]thiazol-5-yl)-3,4-dihydropyridine-1(2H)-carboxylate